(R)-3-[2-[3-(8-Amino-5-methyl-pyrido[3,4-d]pyrimidin-2-yl)-5-methylphenyl]ethynyl]-3-hydroxy-1-methyl-pyrrolidin-2-one NC1=NC=C(C2=C1N=C(N=C2)C=2C=C(C=C(C2)C)C#C[C@]2(C(N(CC2)C)=O)O)C